2-chloro-9-(4-(1-isopropyl-4-(trifluoromethyl)-1H-imidazol-2-yl)benzyl)-9H-pyrimido[4,5-b]indole ClC=1N=CC2=C(N(C3=CC=CC=C23)CC2=CC=C(C=C2)C=2N(C=C(N2)C(F)(F)F)C(C)C)N1